ClC=1C=C(C=CC1OCC1=NC(=CC=C1)Cl)NC1=NC=C(C(=N1)C=1C=C(C2=C(N(C(=N2)C)C(C)C)C1)F)C N-(3-chloro-4-((6-chloropyridin-2-yl)methoxy)phenyl)-4-(4-fluoro-1-isopropyl-2-methyl-1H-benzimidazol-6-yl)-5-methylpyrimidin-2-amine